C(C)(C)(C)OC(=O)N1C[C@@H](OCC1)CC1=C(N=C2N1C=CC(=C2)C)C2=C(C=C(C=C2F)C(O)OCC)F (S)-2-((2-(4-(1,3-Dioxapentan-2-yl)-2,6-difluorophenyl)-7-methylimidazo[1,2-a]pyridin-3-yl)methyl)morpholine-4-carboxylic acid tert-butyl ester